C[C@@]12[C@H](CC[C@H]1[C@@H]1CC[C@H]3CC[C@H](C[C@]3(C)[C@H]1CC2)C(CC(=O)[O-])C(=O)[O-])C(CC(=O)[O-])C(=O)[O-] 5α-androstan-2β,17β-Disuccinat